N1C=NC=C1CN1CCC(CC1)C=1C=C2C(=C(NC2=CC1)C1=C2C(=NC=C1)NN=C2C)CC 4-(5-(1-((1H-imidazol-5-yl)methyl)piperidin-4-yl)-3-ethyl-1H-indol-2-yl)-3-methyl-1H-pyrazolo[3,4-b]pyridine